C(C)N(C=NC1=C(C=C(C(=C1)OC)C1(COC1)OCC1=CC=C(C=C1)C)C)C N-ethyl-N'-(5-methoxy-2-methyl-4-(3-((4-methylbenzyl)oxy)oxetan-3-yl)phenyl)-N-methylformimidamide